4,6-Dibromo-5-propargyloxy-1H-indol-3-yl β-D-glucopyranoside O([C@H]1[C@H](O)[C@@H](O)[C@H](O)[C@H](O1)CO)C1=CNC2=CC(=C(C(=C12)Br)OCC#C)Br